FC1=C(C(=CC(=C1)S(=O)(=O)N1C[C@H](CC1)F)F)C1=NC2=CC(=CC=C2C(=C1F)C)CCC#N 3-(2-{2,6-difluoro-4-[(3S)-3-fluoropyrrolidine-1-sulfonyl]phenyl}-3-fluoro-4-methylquinolin-7-yl)propanenitrile